BrC=1SC(=CC1CCCC[NH+](C)C)Br (4-(2,5-dibromothiophene-3-yl)butyl)dimethyl-ammonium